OC(CN(CCCNC(OC(C)(C)C)=O)CC(CCCCCCCCCC)O)CCCCCCCCCC tert-butyl (3-(bis(2-hydroxydodecyl)amino)propyl)carbamate